N1(N=NC2=C1C=CC=C2)O[P+](N(C)C)(N(C)C)N(C)C.C2(CCCCC2)N=C=NC2CCCCC2 N,N'-dicyclohexylcarbodiimide, benzotriazol-1-yloxy-tris-dimethylaminophosphonium salt